(S)-4-(((S)-2-fluoro-3-methoxypropyl)(4-(5,6,7,8-tetrahydro-1,8-naphthyridin-2-yl)butyl)amino)-2-((6-phenylpyrimidin-4-yl)amino)butanoic acid F[C@@H](CN(CC[C@@H](C(=O)O)NC1=NC=NC(=C1)C1=CC=CC=C1)CCCCC1=NC=2NCCCC2C=C1)COC